(1-(4-fluorophenyl)vinyl)(phenyl)silane FC1=CC=C(C=C1)C(=C)[SiH2]C1=CC=CC=C1